3-(4-((2-(2,6-dioxopiperidin-3-yl)-1-oxoisoindolin-5-yl)oxy)-[1,4'-bipiperidin]-1'-yl)propanoic acid O=C1NC(CCC1N1C(C2=CC=C(C=C2C1)OC1CCN(CC1)C1CCN(CC1)CCC(=O)O)=O)=O